N1C=NC2=C1C(=CC=C2)[C@@H](C)NC(=O)C=2C=NC1=C(C=CC=C1C2)OC2=CC=C(C=C2)C(F)(F)F (R)-N-(1-(1H-benzo[d]imidazol-7-yl)ethyl)-8-(4-(trifluoromethyl)phenoxy)quinoline-3-carboxamide